2-[2-Chloro-4-fluoro-5-(5-fluoro-7-morpholin-4-yl-quinazolin-4-yl)-phenyl]-2-(3-methoxy-pyrazin-2-yl)acetamide ClC1=C(C=C(C(=C1)F)C1=NC=NC2=CC(=CC(=C12)F)N1CCOCC1)C(C(=O)N)C1=NC=CN=C1OC